2-[(2S)-2-Methylazetidin-1-yl]-6-(1H-pyrazol-4-yl)-4-(trifluoromethyl)pyridine-3-carbonitrile C[C@@H]1N(CC1)C1=NC(=CC(=C1C#N)C(F)(F)F)C=1C=NNC1